ClC1=NC(=CC(=N1)NC1CCCC1)C 2-chloro-N-cyclopentyl-6-methyl-pyrimidin-4-amine